[2-methyl-6-(1-methylcyclopropanecarbonyl)spiro[3,4-dihydropyrrolo[1,2-a]pyrazine-1,4'-piperidine]-1'-yl]-[4-(3,3,3-trifluoropropoxymethyl)phenyl]methanone CN1CCN2C(=CC=C2C(=O)C2(CC2)C)C12CCN(CC2)C(=O)C2=CC=C(C=C2)COCCC(F)(F)F